diisopropyloxyethyl-vinylsilane C(C)(C)OC(C[SiH2]C=C)OC(C)C